C(C)(C)(C)OC(=O)N1C[C@H]2N(CC1)S(OC2)(=O)=O (R)-tetrahydro-[1,2,3]oxathiazolo[3,4-a]pyrazine-5(3H)-carboxylic acid tert-butyl ester 1,1-dioxide